COC=COC 1,2-dimethoxyEthylene